1,6-dimethyl-4-oxo-1,4-dihydropyridine-3-carboxylic acid CN1C=C(C(C=C1C)=O)C(=O)O